ClC1=CC=C(C=C1)C1=CC(=NC(=N1)C=1C=NC=CC1)NC(CO)CO 2-((6-(4-chlorophenyl)-2-(pyridin-3-yl)pyrimidin-4-yl)amino)propane-1,3-diol